7-fluoro-3-(4-hydroxyphenyl)-2-methylquinazolin-4(3H)-one FC1=CC=C2C(N(C(=NC2=C1)C)C1=CC=C(C=C1)O)=O